ClC1=C(OC2=NC=C(C=C2C(=O)NC2=NN(C=N2)C)C(F)(F)F)C=CC(=C1)OC(F)(F)F 2-[2-chloro-4-(trifluoromethoxy)phenoxy]-N-(1-methyl-1,2,4-triazol-3-yl)-5-(trifluoromethyl)pyridine-3-carboxamide